(4-(10H-spiro[acridine-9,9-fluorene]-10-yl)phenyl)boric acid C1=CC=CC=2C3=CC=CC=C3C3(C12)C1=CC=CC=C1N(C=1C=CC=CC13)C1=CC=C(C=C1)OB(O)O